6-(1,3-benzodioxol-5-yl)-N-[[6-(3,3-dimethylbutyl)-6-azaspiro[2.5]octan-2-yl]methyl]pyridazin-3-amine O1COC2=C1C=CC(=C2)C2=CC=C(N=N2)NCC2CC21CCN(CC1)CCC(C)(C)C